FC=1C=C(C(=O)O)C=C(C1)C(CC)(O[Si](C)(C)C)C1CCOCC1 3-fluoro-5-(1-(tetrahydro-2H-pyran-4-yl)-1-((trimethylsilyl)oxy)propyl)benzoic acid